1'-(4-(tert-Butyl)phenyl)-3'-methyl-2-(3-methylbut-2-enoyl)-2H-spiro[phthalazine-1,4'-pyrazol]-5'(1'H)-one C(C)(C)(C)C1=CC=C(C=C1)N1N=C(C2(C1=O)N(N=CC1=CC=CC=C12)C(C=C(C)C)=O)C